tert-butyl (S)-3-amino-2-cyano-6a,7,9,10-tetrahydropyrazino[1,2-d]pyrido[3,2-b][1,4]oxazine-8(6H)-carboxylate NC1=CC=2OC[C@H]3N(C2N=C1C#N)CCN(C3)C(=O)OC(C)(C)C